4-[[(2,7-dichloro-9H-xanthen-9-yl)carbonyl]amino]-1-ethylpiperidinium iodide [I-].ClC1=CC=2C(C3=CC(=CC=C3OC2C=C1)Cl)C(=O)NC1CC[NH+](CC1)CC